2-(1-((1r,4r)-4-(cyanomethyl)cyclohexyl)-1,6-dihydroimidazo[4,5-d]pyrrolo[2,3-b]pyridin-2-yl)-N-((tetrahydro-2H-pyran-4-yl)methyl)acetamide C1CC(CCC1CC#N)N2C(=NC3=CN=C4C(=C32)C=CN4)CC(=O)NCC5CCOCC5